[Cl-].CC(CCCCCCCCCCCCCCCCC)([NH+](CCC[Si](OC)(OC)OC)CCCCCCCCCCCCCCCCCC)C dimethyl-dioctadecyl-[3-(trimethoxysilyl)propyl]ammonium chloride